FC=1C2=CN(N=C2C=C(C1)C#N)C[C@@H]1CC[C@H](CC1)C(=O)N1OCC[C@H]1C1=COC(=C1)C trans-4-fluoro-2-((4-((S)-3-(5-methylfuran-3-yl)isoxazolidine-2-carbonyl)cyclohexyl)methyl)-2H-indazole-6-carbonitrile